CC=C(C(=O)O)CC methyl-2-ethylprop-2-enoic acid